Methyl (±)-trans-2-((3-(4-chlorobenzyl)-4-((4-((5-fluoropyridin-2-yl)oxy)phenyl)amino)-2,6-dioxo-3,6-dihydro-1,3,5-triazin-1(2H)-yl)methyl)cyclopropan-1-carboxylate ClC1=CC=C(CN2C(N(C(N=C2NC2=CC=C(C=C2)OC2=NC=C(C=C2)F)=O)C[C@H]2[C@@H](C2)C(=O)OC)=O)C=C1 |r|